9-hydroxynonane OCCCCCCCCC